2',4',6'-triiso-propyl-1,1'-biphenyl C(C)(C)C1=C(C(=CC(=C1)C(C)C)C(C)C)C1=CC=CC=C1